P([O-])([O-])([O-])=S (Sp)-phosphorothioate